C(CC)C1=C(C(=CC=C1)CCC)N=C=O 2,6-dipropylphenyl isocyanate